3-((1-ethyl-1H-imidazol-5-yl)methyl)pyrazolo[1,5-a]Pyridine-5-carboxylic acid methyl ester COC(=O)C1=CC=2N(C=C1)N=CC2CC2=CN=CN2CC